CN(C\C=C/1\C(N(CC1)C=1C=CC=2N=CN=C(C2N1)NC1=CC(=C(C=C1)OC1=CC2=C(N(C=N2)C([2H])([2H])[2H])C=C1)C)=O)C (E)-3-(2-(dimethylamino)ethylidene)-1-(4-((3-methyl-4-((1-(methyl-d3)-1H-benzo[d]imidazol-5-yl)oxy)phenyl)amino)pyrido[3,2-d]pyrimidin-6-yl)pyrrolidin-2-one